biphenyleno[2,1-b:6,5-b']dithiophene C=1C2=C(SC1)C=CC1=C2C=2C=CC=3SC=CC3C12